ClC=1C(=NC(=NC1)N[C@H]1CN(CC1)C(=O)C=1C=C(C=CC1)NC(C=C)=O)OC (R)-N-(3-(3-((5-chloro-4-methoxypyrimidin-2-yl)amino)pyrrolidine-1-carbonyl)phenyl)acrylamide